C1(CC1)N(CCOC)CC1CN(C1)C(=O)OC(C)(C)C tert-butyl 3-[[cyclopropyl(2-methoxyethyl)amino]methyl]azetidine-1-carboxylate